ClCC=1NC=2N(C(C1C=1C=C3C=CC=NC3=CC1)=O)N=C(C2C2=CCCCC2)C2=CC=CC=C2 5-(chloromethyl)-3-(cyclohex-1-en-1-yl)-2-phenyl-6-(quinolin-6-yl)pyrazolo[1,5-a]Pyrimidin-7(4H)-one